C1=CC=C(C=C1)NOC(F)(F)F trifluoromethoxyaniline